FC(C(=O)O)(F)F.CC1=NN2C(C=C(C=C2)NC(=O)N2CCC=3C2=NC=CC3N3CCNC2(CC2)C3)=C1 N-(2-methylpyrazolo[1,5-a]pyridin-5-yl)-4-(4,7-diazaspiro[2.5]octan-7-yl)-2,3-dihydro-1H-pyrrolo[2,3-b]pyridine-1-carboxamide 2,2,2-trifluoroacetate